5-(4-bromobenzoyl)-N-[(1R)-1-(3-chlorophenyl)-2-methanesulfonylethyl]-4-(3,6-difluoro-2-methylphenyl)-1-methylpyrrole-3-carboxamide BrC1=CC=C(C(=O)C2=C(C(=CN2C)C(=O)N[C@@H](CS(=O)(=O)C)C2=CC(=CC=C2)Cl)C2=C(C(=CC=C2F)F)C)C=C1